CC=1C=C(C=CC1C(C)(C)C)O 3-Methyl-4-tert-butylphenol